(1R,3S)-N-(7-chloro-6-(4-((3S,4S)-4-hydroxy-3-methyltetrahydrofuran-3-yl)piperazin-1-yl)isoquinolin-3-yl)-4,4-difluorospiro[2.2]pentane-1-carboxamide ClC1=C(C=C2C=C(N=CC2=C1)NC(=O)[C@@H]1C[C@@]12C(C2)(F)F)N2CCN(CC2)[C@]2(COC[C@H]2O)C